(4-(4-amino-3-(3-fluoro-4-methoxyphenyl)-1H-pyrazolo[3,4-d]pyrimidin-1-yl)piperidin-1-yl)-2-methylpropan-2-en-1-one NC1=C2C(=NC=N1)N(N=C2C2=CC(=C(C=C2)OC)F)C2CCN(CC2)C(C(=C)C)=O